COC1C(=C(C(O1)=O)Cl)Cl 5-methoxy-3,4-dichloro-2(5H)furanone